C12(CCC1)C(C1CCC2C1)=O rac-spiro[bicyclo[2.2.1]heptane-3,1'-cyclobutan]-2-one